NC1=NC(=CC(=C1)NCCCC)CC1=CC=C(C=C1)CN1CCCCC1 2-Amino-4-(butylamino)-6-(4-(piperidin-1-ylmethyl)benzyl)pyridin